C(C1CO1)OCCCCCCCCCCCCCCCCCCC nonadecyl glycidyl ether